(4-(trifluoromethyl)benzyl)phosphonium bromide [Br-].FC(C1=CC=C(C[PH3+])C=C1)(F)F